anti-allene C=C=C